CS(=O)(=O)C1=CC=C(C=C1)C=1C(=COC1)C1=CC=C(C=C1)C 4-[4-(methylsulfonyl)phenyl]-3-(p-tolyl)furan